1-(1-adamantyl)ethylamine C12(CC3CC(CC(C1)C3)C2)C(C)N